FC1CCN(CC1)CCO[C@H](C)C1=CC=C(C=N1)C1=CC=2C3=C(N=NC2C=C1)N(C(N3C(C)C)=O)C (R)-8-(6-(1-(2-(4-fluoropiperidin-1-yl)ethoxy)ethyl)pyridin-3-yl)-1-isopropyl-3-methyl-1H-imidazo[4,5-c]cinnolin-2(3H)-one